5-amino-2-isopropyl-3-oxo-4-ortho-tolyl-2,3-dihydro-pyrazole-1-carbothioic acid S-allyl ester C(C=C)SC(=O)N1N(C(C(=C1N)C1=C(C=CC=C1)C)=O)C(C)C